C(C)OP(=O)(OCC)CC1=C(C=C(C=C1)C(F)(F)F)C(F)(F)F 1-(diethoxyphosphorylmethyl)-2,4-bis(trifluoromethyl)benzene